[C@H](C)(CC)N1C=NC2=C1C(=NC(=C2)C2=CC=C1C(=C2)N(C(C12CCN(CC2)C2COC2)=O)C2CC(C2)N2CC(CC2)(C)C)Cl 6-(3-((S)-sec-butyl)-4-chloro-3H-imidazo[4,5-c]pyridin-6-yl)-1-((1S,3R)-3-(3,3-dimethylpyrrolidin-1-yl)cyclobutyl)-1'-(oxetan-3-yl)spiro[indolin-3,4'-piperidin]-2-one